C(=CC)[C@H]1C([C@@H]1C(=O)OCC1=C(C(=CC(=C1F)F)F)CCC)(C)C 2-(1-propyl)-3,5,6-trifluorobenzyl (1R)-trans-3-(1-propenyl)-2,2-dimethylcyclopropanecarboxylate